C(OC([2H])([2H])C1CC(C1)C=1C=NC(=NC1)N)(OC1=CC=C(C=C1)[N+](=O)[O-])=O (3-(2-aminopyrimidin-5-yl)cyclobutyl)methyl-d2 (4-nitrophenyl) carbonate